4,5-dimethoxy-2-nitrobenzyl methacrylate C(C(=C)C)(=O)OCC1=C(C=C(C(=C1)OC)OC)[N+](=O)[O-]